C1(CC1)C1=CC(=NO1)C1=CC=C(N)C=C1 4-(5-cyclopropylisoxazol-3-yl)aniline